4-[3-(4-chlorobenzyl)-6-(2,2-difluoroethoxy)-2,4-dioxo-3,4-dihydroquinazolin-1(2H)-yl]piperidine-1-carbaldehyde ClC1=CC=C(CN2C(N(C3=CC=C(C=C3C2=O)OCC(F)F)C2CCN(CC2)C=O)=O)C=C1